C(C)(=O)C1=CC=C(C=C1)SC1=CC=C(C=C1)[S+](C1=CC=C(C=C1)SC1=CC=C(C=C1)C(C)=O)C1=CC=C(C=C1)SC1=CC=C(C=C1)C(C)=O tris[4-(4-acetylphenyl)thiophenyl]sulfonium